6-hydroxy-5'-methyl-4-(2-methyloctan-2-yl)-2'-(prop-1-en-2-yl)-1',2',3',4'-tetrahydro-[1,1'-biphenyl]-2-yl methyl methylphosphonate CP(OC1=C(C(=CC(=C1)C(C)(CCCCCC)C)O)C1C(CCC(=C1)C)C(=C)C)(OC)=O